COC(=O)C1CC2=NN(C=C2C(O1)O)CC1=CC=C(C=C1)OC 4-hydroxy-2-(4-methoxybenzyl)-2,4,6,7-tetrahydropyrano[4,3-c]pyrazole-6-carboxylic acid methyl ester